magnesium cyclohexane-1,2-dicarboxylate salt C1(C(CCCC1)C(=O)[O-])C(=O)[O-].[Mg+2]